N1-((3-(1-oxaspiro[4.5]decan-8-yl)-5,6-dihydro-4H-pyrrolo[1,2-b]pyrazol-2-yl)methyl)-N1,N2-dimethylethane-1,2-diamine O1CCCC12CCC(CC2)C2=C1N(N=C2CN(CCNC)C)CCC1